C(C)(C)(C)OC(=O)C1=NCN(C=C1)[C@@H](C)C=1N(N=C(N1)C1CC1)C1=NC=NC(=C1)C(NC)=O N-[(1S)-1-[5-cyclopropyl-2-[6-(methylcarbamoyl)pyrimidin-4-yl]-1,2,4-triazol-yl]ethyl]pyrimidine-4-carboxylic acid tert-butyl ester